3,5-dihydroxy-2,4,6-trinitrofluorobenzene disodium salt [Na].[Na].OC=1C(=C(C(=C(C1[N+](=O)[O-])O)[N+](=O)[O-])F)[N+](=O)[O-]